[2-chloro-3,4-bis[(4-methoxyphenyl)methoxy]phenyl]-[(3R)-3-hydroxypyrrolidin-1-yl]methanone ClC1=C(C=CC(=C1OCC1=CC=C(C=C1)OC)OCC1=CC=C(C=C1)OC)C(=O)N1C[C@@H](CC1)O